(5S)-5-[(3,3-Difluoropyrrolidin-1-yl)carbonyl]-2-{[5-(trifluoromethyl)-1,3,4-oxadiazol-2-yl]methyl}-5,6,7,8-tetrahydro[1,2,4]triazolo[4,3-a]pyridin-3(2H)-one FC1(CN(CC1)C(=O)[C@@H]1CCCC=2N1C(N(N2)CC=2OC(=NN2)C(F)(F)F)=O)F